CC(=O)N[C@@H]1[C@H]([C@H]([C@H](O[C@H]1O)CO)O)O[C@H]2[C@@H]([C@H]([C@@H]([C@H](O2)COS(=O)(=O)O)O)O)O The molecule is an amino disaccharide consisting of N-acetyl-beta-D-galactosamine having a 6-O-sulfo-beta-D-glucosyl residue attached at the 3-position. It is an amino disaccharide and an oligosaccharide sulfate. It is a conjugate acid of a 2-acetamido-2-deoxy-3-O-(6-O-sulfonato-beta-D-glucosyl)-beta-D-galactose.